N5-ethyl-3-(1-(4-ethynylphenyl)ethoxy)-N2-methyl-1H-pyrrole-2,5-dicarboxamide C(C)NC(=O)C1=CC(=C(N1)C(=O)NC)OC(C)C1=CC=C(C=C1)C#C